1-(4-(methylsulfonyl)phenyl)ethanol CS(=O)(=O)C1=CC=C(C=C1)C(C)O